C(C)(C)C1=NC(=CC(=C1NC(=O)NS(=O)(=O)C=1C=NN2C1OCC(C2)N2CC(C2)OC)C(C)C)OC N-((2,4-diisopropyl-6-methoxypyridin-3-yl)carbamoyl)-6-(3-methoxyazetidin-1-yl)-6,7-dihydro-5H-pyrazolo[5,1-b][1,3]oxazine-3-sulfonamide